racemic-(1SR,3SR,4RS)-7-oxabicyclo[2.2.1]heptane-1,3-dicarboxylic acid 3-(tert-butyl) ester 1-ethyl ester C(C)OC(=O)[C@@]12C[C@@H]([C@@H](CC1)O2)C(=O)OC(C)(C)C |r|